Chloroeicosafluoro-3-oxaundecane-1-sulfonic acid ClC(C(C(C(C(C(C(C(OC(C(S(=O)(=O)O)(F)F)(F)F)(F)F)(F)F)(F)F)(F)F)(F)F)(F)F)(F)F)(F)F